C(C)C1CN(CCN1)C1=CC(=CC=2OCCOC21)C 5-(3-ethylpiperazin-1-yl)-7-methyl-2,3-dihydro-1,4-benzodioxine